C[N+](CCO)(C)C trimethyl-hydroxyethyl-ammonium